5-(difluoromethoxy)cyclohexane-1,3-diamine FC(OC1CC(CC(C1)N)N)F